Cl.N1C(CCCC1)CCC(CCN)N (2-(piperidin-2-yl)ethyl)propane-1,3-diamine hydrochloride